(2S)-1-[2-[4-[4-Amino-2-(N-[2-amino-(1RS)-methyl-2-oxoethyl]-4-fluoroanilino)thiazol-5-carbonyl]phenoxy]acetyl]pyrrolidin-2-carboxamid NC=1N=C(SC1C(=O)C1=CC=C(OCC(=O)N2[C@@H](CCC2)C(=O)N)C=C1)N(C1=CC=C(C=C1)F)[C@@H](C(=O)N)C |&1:34|